(R,3S)-N'-(((R)-3-(methoxymethyl)-1,2,3,5,6,7-hexahydro-s-indacen-4-yl)carbamoyl)-3-methyl-2,3-dihydropyrazolo[5,1-b]oxazole-7-sulfonimidamide COC[C@@H]1CCC2=CC=3CCCC3C(=C12)NC(=O)N=[S@](=O)(N)C=1C=NN2C1OC[C@@H]2C